CC1N(CC=C1)C(=O)OCC1=CC=CC=C1 benzyl 2-methyl-3-pyrroline-1-carboxylate